Cl.FC1=CC(=CC2=C1N=C(S2)C=2CCNCC2)C=2C=CC=1N(N2)C=C(N1)C 6-[4-Fluoro-2-(1,2,3,6-tetrahydropyridin-4-yl)-1,3-benzothiazol-6-yl]-2-methylimidazo[1,2-b]pyridazin-Hydrochloride